(S)-5-(2-(1-methoxyethyl)pyridin-3-yl)-2,2-dimethyl-5-oxopentanoic acid CO[C@@H](C)C1=NC=CC=C1C(CCC(C(=O)O)(C)C)=O